C(C)(C)(C)OC1=CC=CC=2N(C(=NC21)C2=C(C=C(C=C2)OCCN2CCNCC2)Cl)CC2=NC=CC(=C2)C 4-(tert-butoxy)-2-(2-chloro-4-(2-(piperazin-1-yl)ethoxy)phenyl)-1-((4-methylpyridin-2-yl)methyl)-1H-benzo[d]imidazole